(3-ethyloxetan-3-yl)methoxyl-6-(3-fluoro-5-isobutoxy-phenyl)pyridine-3-carboxamide C(C)C1(COC1)COC1=NC(=CC=C1C(=O)N)C1=CC(=CC(=C1)OCC(C)C)F